NC1=C2C(=NC(=N1)Cl)N(N=C2)CC=2C=C(OCC=1C=C(C(=O)OC)C=C(C1)F)C=CC2 methyl 3-((3-((4-amino-6-chloro-pyrazolo[3,4-d]pyrimidin-1-yl) methyl) phenoxy) methyl)-5-fluoro-benzoate